FC1=CC=C(C=C1)C#CC=1C=C(C(=O)OC)C=CC1S(=O)(=O)CC1=NN(C=C1)S(=O)(=O)C1=CC=C(C)C=C1 methyl 3-((4-fluorophenyl)ethynyl)-4-(((1-tosyl-1H-pyrazol-3-yl)methyl)sulfonyl)benzoate